BrC(C)C1=NC=C(C(=C1)OC(F)(F)F)F 2-(1-bromoethyl)-4-(trifluoromethoxy)-5-fluoropyridine